D-(+)-Gluconic acid O=C([C@H](O)[C@@H](O)[C@H](O)[C@H](O)CO)O